benzyl (2R,4S)-4-((tert-butyldimethylsilyl)oxy)-2-(6-cyclopropyl-8-(3-methyl-2,4-dioxoimidazolidin-1-yl)imidazo[1,2-a]pyridin-2-yl)pyrrolidine-1-carboxylate [Si](C)(C)(C(C)(C)C)O[C@H]1C[C@@H](N(C1)C(=O)OCC1=CC=CC=C1)C=1N=C2N(C=C(C=C2N2C(N(C(C2)=O)C)=O)C2CC2)C1